(2R)-N-methyl-N-(4-methyl-3-{[(1R)-1-[2-(1-methyl-1H-pyrazol-3-yl)quinolin-4-yl]ethyl]carbamoyl}phenyl)piperidine-2-carboxamide CN(C(=O)[C@@H]1NCCCC1)C1=CC(=C(C=C1)C)C(N[C@H](C)C1=CC(=NC2=CC=CC=C12)C1=NN(C=C1)C)=O